FC(C=1C=C(C=CC1F)C=1C=C2C(=NC1)C(=NN2CC(=O)N2CC(C2)F)C)F 2-[6-[3-(Difluoromethyl)-4-fluoro-phenyl]-3-methyl-pyrazolo[4,3-b]pyridin-1-yl]-1-(3-fluoroazetidin-1-yl)ethanone